2-(2-methoxy-6-(piperidine-3-carbonyl)naphthalen-1-yl)acetonitrile 2,2,2-trifluoroacetate FC(C(=O)O)(F)F.COC1=C(C2=CC=C(C=C2C=C1)C(=O)C1CNCCC1)CC#N